N(=[N+]=[N-])CCOC(C(C=O)=O)(F)F 3-(2-azidoethoxy)-3,3-difluoro-2-oxopropanal